FC(OC=1C(=CC2=CN(N=C2C1)C1CCN(CC1)C(=O)OC(C)(C)C)[N+](=O)[O-])F tert-butyl 4-(6-(difluoromethoxy)-5-nitro-2H-indazol-2-yl)piperidine-1-carboxylate